OC[C@H](C#CC1=CC=C(C=C1)C1=CC=C(C=C1)OCC(CO)(O)C)N1C(=NC=C1)[C@H](C)O 3-((4'-((S)-4-hydroxy-3-(2-((S)-1-hydroxyethyl)-1H-imidazol-1-yl)but-1-yn-1-yl)-[1,1'-biphenyl]-4-yl)oxy)-2-methylpropane-1,2-diol